1-(4-bromo-2-fluorophenyl)propan-1-one BrC1=CC(=C(C=C1)C(CC)=O)F